Ferrous Lactate Trihydrate O.O.O.C(C(O)C)(=O)[O-].[Fe+2].C(C(O)C)(=O)[O-]